C(C1=CC=CC=C1)OC(=O)N1CCN(CC1)[C@H]1CN[C@@H](C1)COC=1C=C2C(N(C(C2=CC1)=O)C1C(NC(CC1)=O)=O)=O 4-[(3R,5S)-5-[[2-(2,6-dioxo-3-piperidinyl)-1,3-dioxo-isoindolin-5-yl]oxymethyl]pyrrolidin-3-yl]piperazine-1-carboxylic acid benzyl ester